1-ethyl-piperazine 2-(tert-butyl)cyclohexyl-acetate C(C)(C)(C)C1C(CCCC1)CC(=O)O.C(C)N1CCNCC1